N1(CCC1)C(=O)C1=CC=2N=C(N=C(C2O1)N1CCOCC1)N1N=CC(=C1)C1=CC=CC=C1 azetidin-1-yl(4-morpholino-2-(4-phenyl-1H-pyrazol-1-yl)furo[3,2-d]pyrimidin-6-yl)methanone